N-[2-carbamoyl-6-methyl-4-(trifluoromethyl)phenyl]-2-(3-chloro-2-pyridyl)-5-methoxy-pyrazole-3-carboxamide C(N)(=O)C1=C(C(=CC(=C1)C(F)(F)F)C)NC(=O)C=1N(N=C(C1)OC)C1=NC=CC=C1Cl